OC1(C[C@@H](N(C1)C(=O)OC(C)(C)C)C)C1=C(C=NC=C1)CO tert-butyl (2S)-4-hydroxy-4-(3-(hydroxymethyl) pyridin-4-yl)-2-methylpyrrolidine-1-carboxylate